CC=1C=CC(=C2C=NC(C12)=O)[N+](=O)[O-] 7-methyl-4-nitroisoindol-1-one